O=C1N(C[C@@H](C1)CCC)[C@H](C(=O)N)CC (2S)-2-[(4R)-2-oxo-4-n-propylpyrrolidinyl]butanamide